C(C=C)(=O)N1CCC2(CCC2)CC1 7-acryloyl-7-azaspiro[3.5]nonan